2-propyl-4-Pentylphenol C(CC)C1=C(C=CC(=C1)CCCCC)O